(R)-1-(5-(1,3-dioxolan-2-yl)pyridin-3-yl)-3-hydroxy-3-methylindoline O1C(OCC1)C=1C=C(C=NC1)N1C[C@](C2=CC=CC=C12)(C)O